3-[(2-hydroxyethyl)methylamino]-1-propanol OCCN(CCCO)C